C(C)C=1C=NC=CC1C(=O)NC=1C=C2CC(C(NC2=CC1)=O)(C)CC 3-ethyl-N-(3-ethyl-3-methyl-2-oxo-1,4-dihydroquinolin-6-yl)pyridine-4-carboxamide